CN1C=NC(=C1)C1=NN=C(O1)C(=O)N1[C@H](C2=C(CC1)NC=N2)C2=NN1C(C(=CC=C1)C)=C2 (R)-(5-(1-methyl-1H-imidazol-4-yl)-1,3,4-oxadiazol-2-yl)(4-(4-methylpyrazolo[1,5-a]pyridin-2-yl)-6,7-dihydro-1H-imidazo[4,5-c]pyridin-5(4H)-yl)methanone